3-(1,3-Benzodioxol-5-yl)-5-(3,5-difluorophenyl)-1H-pyrazole O1COC2=C1C=CC(=C2)C2=NNC(=C2)C2=CC(=CC(=C2)F)F